isopentenyl thioacetate C(C)(=S)OCCC(=C)C